O=C1NC=NC2=CC(=CC=C12)C(=O)N 4-oxoquinazoline-7-carboxamide